2-amino-2-ethyl-6-trifluoromethyl-3,4-dihydro-2H-quinoline NC1(NC2=CC=C(C=C2CC1)C(F)(F)F)CC